ethyl lactate (Ethyllactate) C(C)C(C(=O)O)(O)C.C(C(O)C)(=O)OCC